FC(CC1=CC2=C(S1)[C@@]1(C[C@@H](N(CC1)C[C@H](C(=O)N)O)C)OCC2)F (2R)-3-[(2'S,7R)-2-(2,2-difluoroethyl)-2'-methyl-spiro[4,5-dihydrothieno[2,3-c]pyran-7,4'-piperidine]-1'-yl]-2-hydroxy-propanamide